C12(C(CCCC2CCC1)O)O Bicyclo[4.3.0]-nonandiol